titanium(IV) tetra(n-butoxide) [O-]CCCC.[O-]CCCC.[O-]CCCC.[O-]CCCC.[Ti+4]